C(C)(C)(C)OC(=O)N1C(CN(CC1)C=1C=NN2C1C=CC(=C2)C=2C=NN(C2)C)C tert-butyl-2-methyl-4-(6-(1-methyl-1H-pyrazol-4-yl)pyrazolo[1,5-a]pyridin-3-yl)piperazine-1-carboxylate